(R)-1-methyl-N-(6-(trifluoromethyl)-2,3-dihydrobenzofuran-3-yl)-1H-pyrazol-4-amine CN1N=CC(=C1)N[C@H]1COC2=C1C=CC(=C2)C(F)(F)F